C1(CC1)N(C1CC1)CCC1=CNC2=NC=C(C=C21)F N-cyclopropyl-N-(2-(5-fluoro-1H-pyrrolo[2,3-b]pyridin-3-yl)ethyl)cyclopropanamine